N1(CCC1)C=1C(=NON1)C(=O)O 4-(azetidin-1-yl)-1,2,5-oxadiazole-3-carboxylic acid